2-(1-phenylcyclopropyl)-6-(2-(3-(trifluoromethyl)phenyl)acetyl)-5,6,7,8-tetrahydropyrido[4,3-d]pyrimidin-4(3H)-one C1(=CC=CC=C1)C1(CC1)C=1NC(C2=C(N1)CCN(C2)C(CC2=CC(=CC=C2)C(F)(F)F)=O)=O